COC(=O)N[C@H](C(=O)N[C@@H](CC1=CC=C(C=C1)NS(=O)(=O)O)C=1N=C(SC1)C=1N=C(SC1)C)CC1=CC=CC=C1 4-{(S)-2-[(S)-2-(methoxycarbonylamino)-3-phenylpropionylamino]-2-[2-(2-methylthiazol-4-yl)thiazol-4-yl]Ethyl}phenylaminosulfonic acid